trans-N-[4-[(3-isopropyl)pyrazolo[1,5-a]pyrimidin-5-yl]pyrimidin-2-yl]-N4-(tetrahydro-2H-pyran-4-yl)cyclohexane-1,4-diamine C(C)(C)C=1C=NN2C1N=C(C=C2)C2=NC(=NC=C2)N[C@@H]2CC[C@H](CC2)NC2CCOCC2